CC=1OC=CC1C(=O)N/N=C(\C)/C1=CC2=CC=CC=C2C=C1 (E)-2-methyl-N'-(1-(naphthalen-2-yl)ethylidene)furan-3-carbohydrazide